NC[C@H]1CN(C(O1)=O)C (S)-5-(aminomethyl)-3-methyloxazolidin-2-one